3-(pyrrolidin-1-yl)propoxyl-1,3-benzothiazol-2-amine N1(CCCC1)CCCOC1=CC=CC2=C1N=C(S2)N